C(C)(C)C1N(C(OC1)=O)C=1C=C(C2=C(N=C(N=C2)NC2=CC=C(C=C2)N2CCN(CC2)C)N1)C#C[Si](C(C)C)(C(C)C)C(C)C 4-isopropyl-3-(2-{[4-(4-methylpiperazin-1-yl)phenyl]amino}-5-[2-(triisopropylsilyl)ethynyl]pyrido[2,3-d]pyrimidin-7-yl)-1,3-oxazolidin-2-one